N(=C=S)CCOCCOCCOCCNP(OCC)(OCC)=O Diethyl (11-isothiocyanato-3,6,9-trioxaundecan-1-yl)phosphoramidate